C1CC(C1)CN2C=C(N=N2)C(=O)O TRIAZOLE-4-CARBOXYLIC ACID